3-(6-fluoro-1H-benzo[d]imidazol-2-yl)-4-methyl-4-propylcyclopent-2-en-1-one FC=1C=CC2=C(NC(=N2)C2=CC(CC2(CCC)C)=O)C1